1,3-Dimethylimidazole CN1CN(C=C1)C